N=1C=CN2C1C(=CC=C2)C2=CC1=C(O[C@H](CN1S(=O)(=O)C1=CC(=CC=C1)C(F)(F)F)CCC(=O)O)C=C2 (s)-3-(6-(imidazo[1,2-a]pyridin-8-yl)-4-((3-(trifluoromethyl)-phenyl)sulfonyl)-3,4-dihydro-2H-benzo[b][1,4]oxazin-2-yl)propanoic acid